C1(=CC=C(C=C1)N1C(C=2C=CC=C3C2C(C1)(CC3)C)=O)C3=CC=CC=C3 2-([1,1'-biphenyl]-4-yl)-3a-methyl-3,3a,4,5-tetrahydrocyclopenta[de]isoquinolin-1(2H)-one